ClC1=C(C(=CC=C1C)Cl)NC1=C(C=CC=C1)CS(=O)(=O)NCCOCCO 1-[2-(2,6-dichloro-3-methylphenylamino)phenyl]-N-{2-(2-hydroxyethoxy)-ethyl}methanesulfonamide